3-(trifluoromethyl)but-3-en-1-ynylbenzene FC(C(C#CC1=CC=CC=C1)=C)(F)F